dihydroxy-[1,1'-biphenyl]-4,4'-dicarboxylic acid OC=1C(=C(C=CC1C(=O)O)C1=CC=C(C=C1)C(=O)O)O